NC1=NC=C(C=C1OCC=1C=C(C=CC1)NC(C1=CN=CC(=C1)C)=O)Cl N-(3-(((2-amino-5-chloropyridin-3-yl)oxy)methyl)phenyl)-5-methyl-nicotinamide